(2S,4R)-1-(2-(3-acetyl-5-(pyridazin-4-yl)-1H-indol-1-yl)acetyl)-4-fluoro-N-(3-methyl-2-oxo-2,3-dihydropyrimidin-4-yl)pyrrolidine-2-carboxamide C(C)(=O)C1=CN(C2=CC=C(C=C12)C1=CN=NC=C1)CC(=O)N1[C@@H](C[C@H](C1)F)C(=O)NC=1N(C(N=CC1)=O)C